C1(=CC=CC=C1)C(C#N)CC=1C=C(C=CC1)C 2-phenyl-3-(m-tolyl)propionitrile